NC1=NC=C(C2=C1C(=NN2C)C2=CC(=C(C=C2)NS(=O)(=O)C(F)F)O[C@@H](C)C2=CC=C(C=C2)F)C=2CN(CCC2)C (S)-N-(4-(4-amino-1-methyl-7-(1-methyl-1,2,5,6-tetrahydropyridin-3-yl)-1H-pyrazolo[4,3-c]pyridin-3-yl)-2-(1-(4-fluorophenyl)ethoxy)phenyl)-1,1-difluoromethanesulfonamide